2-(3-OXO-2,3-DIHYDRO-4H-BENZO[B][1,4]THIAZIN-4-YL)-N-(5-(PYRIDIN-4-YL)-4H-1,2,4-TRIAZOL-3-YL)ACETAMIDE O=C1N(C2=C(SC1)C=CC=C2)CC(=O)NC2=NN=C(N2)C2=CC=NC=C2